(3R)-1-[(3-bromo-2-fluorophenyl)methyl]-3-methyl-7-oxo-9-oxa-2,6-diazaspiro[4.5]decane-2-carboxylic acid phenylmethyl ester C1(=CC=CC=C1)COC(=O)N1C(C2(C[C@H]1C)NC(COC2)=O)CC2=C(C(=CC=C2)Br)F